N-(3-chlorophenyl)-4-(pyridin-2-yl)-[2,4'-bithiazole]-2'-amine ClC=1C=C(C=CC1)NC=1SC=C(N1)C=1SC=C(N1)C1=NC=CC=C1